N-(2-aminoethyl)-3-(pyridin-3-yl)acrylamide {3-[(benzyloxy)methyl]cyclobutyl}benzoate C(C1=CC=CC=C1)OCC1CC(C1)OC(C1=CC=CC=C1)=O.NCCNC(C=CC=1C=NC=CC1)=O